pyrimidinyl-triazolyl-carbene palladium hydrate 3-pyridiniumsulphonate N1=C([CH2+]=CC=C1)S(=O)(=O)[O-].O.N1=C(N=CC=C1)[Pd](=C)C=1N=NNC1